tert-butyl (6R)-2-(2-chloro-4-pyridyl)-6-methyl-4-oxo-6,7-dihydrofuro[3,2-c]pyridine-5-carboxylate ClC1=NC=CC(=C1)C1=CC=2C(N([C@@H](CC2O1)C)C(=O)OC(C)(C)C)=O